2-(methylthio)-1-(2-(5-(p-tolyl)-1H-imidazol-2-yl)piperazin-1-yl)propan CSC(CN1C(CNCC1)C=1NC(=CN1)C1=CC=C(C=C1)C)C